6-fluoro-3-(2-methoxypyrimidin-5-yl)-N-methyl-9H-pyrido[2,3-b]indol-8-amine FC=1C=C2C3=C(NC2=C(C1)NC)N=CC(=C3)C=3C=NC(=NC3)OC